C(#N)C=1C=C(C(=NC1)C1=C(C=C(N=N1)NC(CNC)=O)C1CC1)O N-(6-(5-cyano-3-hydroxypyridin-2-yl)-5-cyclopropylpyridazin-3-yl)-2-(methylamino)acetamide